4-(morpholine-4-carbonyl)thiazole-2-sulfonyl chloride N1(CCOCC1)C(=O)C=1N=C(SC1)S(=O)(=O)Cl